FC1(CN(CC1C1=CC=CC=C1)C=1C=2N(N=C(C1)C=1C(NC(NC1)=O)=O)C=CN2)F 5-(8-(3,3-difluoro-4-phenylpyrrolidin-1-yl)imidazo[1,2-b]pyridazin-6-yl)pyrimidine-2,4(1H,3H)-dione